butyldiphenyl(((1R,2S)-2-vinylcyclopropyl)methoxy)silane C(CCC)[Si](OC[C@H]1[C@@H](C1)C=C)(C1=CC=CC=C1)C1=CC=CC=C1